C(C1=CC=CC=C1)(=O)O[C@H]1C=2C(=NN(C2CC[C@@H]1F)CCCOC(F)(F)F)C(F)(F)F [(4S,5S)-5-fluoro-1-[3-(trifluoromethoxy)propyl]-3-(trifluoromethyl)-4,5,6,7-tetrahydroindazol-4-yl] benzoate